CC1=NSC(=C1NC(OC(C)(C)C)=O)C(NCC1(CCC1)C)=O tert-Butyl (3-methyl-5-(((1-methylcyclobutyl)methyl)carbamoyl)isothiazol-4-yl)carbamate